(1R,2S,5S)-6,6-dimethyl-3-[1-[(2,2,2-trifluoroacetyl)amino]cyclobutanecarbonyl]-3-azabicyclo[3.1.0]hexane-2-carboxylic acid CC1([C@H]2CN([C@@H]([C@@H]12)C(=O)O)C(=O)C1(CCC1)NC(C(F)(F)F)=O)C